2'-Chloro-5'-methoxy-6-methyl-N-{5-[(4-methylphenyl)carbamoyl]-1,3,4-thiadiazol-2-yl}-[4,4'-bipyridine]-3-carboxamide ClC1=NC=C(C(=C1)C1=C(C=NC(=C1)C)C(=O)NC=1SC(=NN1)C(NC1=CC=C(C=C1)C)=O)OC